COC(C1=CC(=CC(=C1)SC(F)(F)F)Cl)=O 3-chloro-5-[(trifluoromethyl)sulfanyl]benzoic acid methyl ester